COC1=C(C=C2C(=NC=3N(C2=C1)C=CN3)N[C@H](C)C3=CC(=CC=C3)C(F)(F)F)O[C@@H]3COCC3 8-methoxy-7-(((S)-tetrahydrofuran-3-yl)oxy)-N-((R)-1-(3-(trifluoromethyl)phenyl)ethyl)imidazo[1,2-a]quinazolin-5-amine